ClP(=O)(Cl)OCC[C@@H](C(=O)OCC)C Ethyl (S)-4-((dichlorophosphoryl)oxy)-2-methylbutanoate